2-hydroxy-2-(3-methoxypyridin-2-yl)acetamide ethyl-(2E)-3-[1-(triphenylmethyl)-1H-imidazol-4-yl]prop-2-enoate C(C)OC(\C=C\C=1N=CN(C1)C(C1=CC=CC=C1)(C1=CC=CC=C1)C1=CC=CC=C1)=O.OC(C(=O)N)C1=NC=CC=C1OC